Tert-butyl (3-(4-(9-benzyl-6-(1-methylcyclopropoxy)-9H-purin-8-yl)-3-chlorophenoxy)propyl)carbamate C(C1=CC=CC=C1)N1C2=NC=NC(=C2N=C1C1=C(C=C(OCCCNC(OC(C)(C)C)=O)C=C1)Cl)OC1(CC1)C